C(CC1=CC=CC=C1)O[C@@H]1[C@H](C1)C(=O)O (1S,2S)-2-phenethoxycyclopropane-1-carboxylic acid